OC1=CC(OC1C)=O 4-hydroxy-5-methylfuran-2(5H)-one